ClC=1C=C(C=CC1Cl)C(C=1OC(=NN1)C1CNCC12CCC2)(F)F 2-((3,4-dichlorophenyl)difluoromethyl)-5-(6-azaspiro[3.4]octan-8-yl)-1,3,4-oxadiazole